C(C=C)(=O)OC1=C(C=C(C=C1)C)C1=CC=CC=2NN=NC21 2-acryloyloxy-5-methyl-phenylbenzotriazole